C(N)(=O)C=1C=C(C(=C2C(=C(NC12)C)C)C=1CCCN(C1)C(=O)OC(C)(C)C)F Tert-butyl 5-(7-carbamoyl-5-fluoro-2,3-dimethyl-1H-indol-4-yl)-3,4-dihydropyridine-1(2H)-carboxylate